tert-butyl 9-(3-((3-(4-methoxybenzyl)-2,4-dioxotetrahydropyrimidin-1(2H)-yl)methyl)phenyl)-3,9-diazaspiro[5.5]undecane-3-carboxylat COC1=CC=C(CN2C(N(CCC2=O)CC=2C=C(C=CC2)N2CCC3(CCN(CC3)C(=O)OC(C)(C)C)CC2)=O)C=C1